ClC=1C=C(C=CC1Cl)C1=NC(OC1)=O 3,4-dichlorophenyl-oxazolinone